NC1CCC(CC1)CN1C=NC=2C1=NC(=CN2)C2=CC=C(C=C2)O 1-(((1r,4r)-4-Aminocyclohexyl)methyl)-6-(4-hydroxyphenyl)-1H-imidazo[4,5-b]pyrazin